6-(4-cyclopropyl-6-methoxypyrimidin-5-yl)-4-(4-(1-isopropyl-4-(trifluoromethyl)-1H-Imidazol-2-yl)benzyl)-4H-isothiazolo[5',4':4,5]pyrrolo[2,3-d]pyrimidine C1(CC1)C1=NC=NC(=C1C=1N=CC2=C(N1)N(C1=C2SN=C1)CC1=CC=C(C=C1)C=1N(C=C(N1)C(F)(F)F)C(C)C)OC